6-(3-tolylthio)benzoborazole C1(=CC(=CC=C1)SC1=CC2=C(C=NB2)C=C1)C